C1(=CC=CC=C1)[C@H]1CCC2=NC=3C(=NC(=CC3)C=3C=NC(=NC3)C(C)O)N21 1-(5-((R)-8-phenyl-7,8-dihydro-6H-pyrrolo[2',1':2,3]imidazo[4,5-b]pyridin-2-yl)pyrimidin-2-yl)ethanol